S1C(=CC=C1)CS 2-thiophenemethanethiol